BrC1=CC=2CN(CCC2S1)C(=O)OC(C)(C)C tert-butyl 2-bromo-6,7-dihydrothieno[3,2-c]pyridine-5(4H)-carboxylate